C(=O)(O)C1=CC=C(C=C1)C#CC=1C=C(C2=CC=C3C(=CC(=C4C=CC1C2=C43)C#CC4=CC=C(C=C4)C(=O)O)C#CC4=CC=C(C=C4)C(=O)O)C#CC4=CC=C(C(=O)O)C=C4 4-[2-[3,6,8-tris[2-(4-carboxyphenyl)ethynyl]-pyren-1-yl]ethynyl]-benzoic acid